(4,6-dihydro-1H-furo[3,4-c]pyrazol-3-yl)(4-(2-(trifluoromethyl)phenyl)piperidin-1-yl)methanone N1N=C(C2=C1COC2)C(=O)N2CCC(CC2)C2=C(C=CC=C2)C(F)(F)F